FC=1C=C2C(NN=C(C2=CC1F)[C@@H](C)N(C(=O)C=1NC2=CC=CC=C2C1)C)=O (R)-N-(1-(6,7-Difluoro-4-oxo-3,4-dihydrophthalazin-1-yl)ethyl)-N-methyl-1H-indole-2-carboxamide